2-(2,4-difluorophenyl)-4-[[phenylmethylsulfonyl]oxy]-5-amino-3(2H)-furanone FC1=C(C=CC(=C1)F)C1OC(=C(C1=O)OS(=O)(=O)CC1=CC=CC=C1)N